1-[(1R,4R)-5-[5-[[4-chloro-5-(trifluoromethyl)pyrimidin-2-yl]amino]-6-cyclopropyl-2-pyridyl]-2,5-diazabicyclo[2.2.1]heptan-2-yl]-2,2,2-trifluoro-ethanone ClC1=NC(=NC=C1C(F)(F)F)NC=1C=CC(=NC1C1CC1)N1[C@H]2CN([C@@H](C1)C2)C(C(F)(F)F)=O